C1(=CC=CC=C1)N=NC1=C(O)C=CC=C1O mono(phenylazo)resorcinol